4-(4-((1-(4-((R)-2-(3-Chloro-4-cyanophenyl)-3-methyl-2,8-diazaspiro[4.5]decan-8-yl)benzoyl)piperidin-4-yl)meth-yl)piperazin-1-yl)-N-((S)-2,6-dioxopiperidin-3-yl)-2-fluorobenzamide ClC=1C=C(C=CC1C#N)N1CC2(C[C@H]1C)CCN(CC2)C2=CC=C(C(=O)N1CCC(CC1)CN1CCN(CC1)C1=CC(=C(C(=O)N[C@@H]3C(NC(CC3)=O)=O)C=C1)F)C=C2